BrC=1C=C(C2=C(N=C(O2)CN2CC(C2)F)C1)C#N 5-bromo-2-((3-fluoroazetidin-1-yl)methyl)benzo[d]oxazole-7-carbonitrile